1-tert-butyl 3-ethyl rac-(3R,4R)-5,5-difluoro-4-hydroxy-piperidine-1,3-dicarboxylate FC1([C@@H]([C@@H](CN(C1)C(=O)OC(C)(C)C)C(=O)OCC)O)F |r|